methyl (S)-3-(4-(((S)-7-fluoro-2,3-dihydrobenzo[b][1,4]dioxin-2-yl) methoxy) phenyl)-4-hexynoate FC=1C=CC2=C(O[C@H](CO2)COC2=CC=C(C=C2)[C@H](CC(=O)OC)C#CC)C1